FC(CCC(C)(C)C)(F)C=1C=C(C=CC1)B1OC(C(O1)(C)C)(C)C 2-(3-(1,1-difluoro-4,4-dimethylpentyl)phenyl)-4,4,5,5-tetramethyl-1,3,2-dioxaborolane